N-(5-((1-((1-(2-chloro-4-((2,6-dioxopiperidin-3-yl)amino)phenyl)piperidin-4-yl)methyl)piperidin-4-yl)oxy)pyridin-2-yl)-1-(4-cyano-3-(trifluoromethyl)phenyl)piperidine-4-carboxamide ClC1=C(C=CC(=C1)NC1C(NC(CC1)=O)=O)N1CCC(CC1)CN1CCC(CC1)OC=1C=CC(=NC1)NC(=O)C1CCN(CC1)C1=CC(=C(C=C1)C#N)C(F)(F)F